COCC1(CCN(CC1)C1=C(C=CC=2N1C=CN2)[N+](=O)[O-])C 4-(methoxymethyl)-4-methyl-1-{6-nitroimidazo[1,2-a]pyridin-5-yl}piperidine